C(C)(C)(C)OC(NNC1CCC(CC1)(C)O)=O N-[(4-hydroxy-4-methylcyclohexyl)amino]carbamic acid tert-butyl ester